4-(2-((3-(4-methoxybutoxy)-1-((1r,4r)-4-morpholinylcyclohexyl)-1H-pyrazol-4-yl)amino)pyrimidin-5-yl)benzonitrile COCCCCOC1=NN(C=C1NC1=NC=C(C=N1)C1=CC=C(C#N)C=C1)C1CCC(CC1)N1CCOCC1